2-[4-(5,7-Dichloro-2,3-dioxo-2,3-dihydroindol-1-ylmethyl)benzyl]isoselenourea ClC=1C=C2C(C(N(C2=C(C1)Cl)CC1=CC=C(C[Se]C(N)=N)C=C1)=O)=O